4-{[3-(2-phenylethynyl)phenyl]methyl}-1H-imidazole C1(=CC=CC=C1)C#CC=1C=C(C=CC1)CC=1N=CNC1